(4-(3-Chloro-4-(trifluoromethyl)phenoxy)-3,5-difluorophenyl)methanol ClC=1C=C(OC2=C(C=C(C=C2F)CO)F)C=CC1C(F)(F)F